1-((6-cyclopropyl-8-fluoroimidazo[1,2-a]pyridin-2-yl)methyl)-N-(2-fluoro-3-methoxy-6-(1H-tetrazol-1-yl)benzyl)-1H-1,2,3-triazole-4-carboxamide C1(CC1)C=1C=C(C=2N(C1)C=C(N2)CN2N=NC(=C2)C(=O)NCC2=C(C(=CC=C2N2N=NN=C2)OC)F)F